CC(C)(C)OF perfluoro methyl-isopropyl ether